N-(3-(piperidin-1-yl)propyl)benzo[d]imidazo[2,1-b]thiazole-7-carboxamide hemi-formate salt C(=O)O.N1(CCCCC1)CCCNC(=O)C1=CC2=C(N3C(S2)=NC=C3)C=C1.N1(CCCCC1)CCCNC(=O)C1=CC3=C(N2C(S3)=NC=C2)C=C1